OC=1C=C2C[C@H](C(=C(C2=CC1)C)C=O)C (R)-6-hydroxy-1,3-dimethyl-3,4-dihydronaphthalene-2-carbaldehyde